ClC=1C(=C(C=CC1)NC1=NC=NC2=CC(=C(C=C12)NC(C=C)=O)C#CC1[C@@H]2CN(C[C@H]12)C)F N-(4-((3-chloro-2-fluorophenyl)amino)-7-(((1R,5S,6s)-3-methyl-3-azabicyclo[3.1.0]hexan-6-yl)ethynyl)quinazolin-6-yl)acrylamide